N1CCC(CC1)NC(=O)N1CCNCC1 N-(4-piperidinyl)piperazine-1-carboxamide